silver-nickel-zinc oxide [O-2].[Zn+2].[Ni+2].[Ag+]